3-(trifluoromethyl)-6,7-dihydro-5H-thieno[3,2-b]pyran-6-amine FC(C1=CSC2=C1OCC(C2)N)(F)F